(3S)-7-((2S,5R)-4-acryloyl-2,5-dimethylpiperazin-1-yl)-9-chloro-10-(2,4-difluorophenyl)-3-((3,3-difluoropyrrolidin-1-yl)methyl)-2,3-dihydro-5H-[1,4]oxazino[2,3,4-ij]quinazolin-5-one C(C=C)(=O)N1C[C@@H](N(C[C@H]1C)C1=NC(N2C3=C(C(=C(C=C13)Cl)C1=C(C=C(C=C1)F)F)OC[C@@H]2CN2CC(CC2)(F)F)=O)C